3-[5-(hydroxymethyl)-1,3,4-thiadiazol-2-yl]-N-(3-methyloxetan-3-yl)-7-(4-propanoylpiperazin-1-yl)-1,2,3-benzotriazole-5-sulfonamide OCC1=NN=C(S1)N1N=NC2=C1C=C(C=C2N2CCN(CC2)C(CC)=O)S(=O)(=O)NC2(COC2)C